C(C)(C)(C)OC(=O)N1C[C@H](OCC(C1)(F)F)COCC1=CC=CC=C1 (S)-2-((benzyloxy)methyl)-6,6-difluoro-1,4-oxazepane-4-carboxylic acid tert-butyl ester